BrC=1C=C(C=C(C1)Cl)NC(=O)NC1=C(C=CC(=C1)OC)C(=O)NN 1-(3-bromo-5-chlorophenyl)-3-(2-hydrazinocarbonyl-5-methoxyphenyl)-urea